C1(CC1)C=1NC(=NN1)C=1C(=CC(=C(C1)NC(=O)C=1C=NN2C1C=CC(=C2)OCC)C)F N-[5-(5-Cyclopropyl-4H-1,2,4-triazol-3-yl)-4-fluoro-2-methylphenyl]-6-ethoxypyrazolo[1,5-a]pyridine-3-carboxamide